1-(6-bromopyridin-3-yl)-4-(t-butyl)isoquinoline tert-butyl-4-(4-methoxyphenyl)-5,6-dihydropyridine-1(2H)-carboxylate C(C)(C)(C)OC(=O)N1CC=C(CC1)C1=CC=C(C=C1)OC.BrC1=CC=C(C=N1)C1=NC=C(C2=CC=CC=C12)C(C)(C)C